((2S,3S,4S)-5-chloro-2-((cyclobutylamino)methyl)-3-hydroxy-2-phenyl-2,3-dihydrobenzofuran-4-yl)-4-(difluoromethoxy)-3-fluorobenzamide ClC=1C=CC2=C([C@@H]([C@](O2)(C2=CC=CC=C2)CNC2CCC2)O)C1C1=C(C(=O)N)C=CC(=C1F)OC(F)F